ClC=1C(=C(C=CC1)NC(=O)C1=CC(=CC=2NC(=NC21)C)NC(=O)C2=C(C=CC=C2)C(F)(F)F)C N-(3-chloro-2-methylphenyl)-2-methyl-6-({[2-(trifluoromethyl)phenyl]carbonyl}amino)-1H-benzimidazole-4-Carboxamide